3-(trimethoxysilyl)-N-(3-(trimethoxysilyl)propyl)-1-propylamine CO[Si](CCCNCCC[Si](OC)(OC)OC)(OC)OC